C[N+]1=C(OC(=C1)C)C(=O)[O-] 3,5-dimethyloxazolium-2-carboxylate